NN1C(=CC2=CC(=CC(=C12)OC)C(=O)OC)C Methyl 1-amino-7-methoxy-2-methyl-1H-indole-5-carboxylate